1-(4-iodophenyl)toluidine IC1=CC=C(C=C1)C1(N)C(C=CC=C1)C